3-Ethyl 4-methyl 2-aminothiophene-3,4-dicarboxylate NC=1SC=C(C1C(=O)OCC)C(=O)OC